[Cl-].CC=1C=C(C[Zn+])C=CC1 (3-Methylbenzyl)Zinc (II) chloride